7-methoxy-2-(2-((4-phenylpiperazin-1-yl)methyl)benzyl)imidazo[1,2-c]quinazolin-5-amine COC1=CC=CC=2C=3N(C(=NC12)N)C=C(N3)CC3=C(C=CC=C3)CN3CCN(CC3)C3=CC=CC=C3